tert-butyl (2-(4-((E)-2-(2,6-difluorophenyl)-1-(3-fluoro-1H-indazol-5-yl)but-1-en-1-yl)phenoxy)ethyl)((E)-4-(dimethylamino)-4-oxobut-2-en-1-yl)carbamate FC1=C(C(=CC=C1)F)/C(=C(/C=1C=C2C(=NNC2=CC1)F)\C1=CC=C(OCCN(C(OC(C)(C)C)=O)C\C=C\C(=O)N(C)C)C=C1)/CC